COC1=CC=C(C=C1)CN(S(=O)(=O)C1=C(C=C(C=C1)CC=1C(=NN(C1CC1CC1)C=1OC=C(N1)C(=O)OCC)C1=CC(=C(C=C1)F)Br)F)CC1=CC=C(C=C1)OC ethyl 2-[4-[(4-[bis[(4-methoxyphenyl)methyl]sulfamoyl]-3-fluorophenyl)methyl]-3-(3-bromo-4-fluorophenyl)-5-(cyclopropylmethyl)pyrazol-1-yl]-1,3-oxazole-4-carboxylate